CN1N=C(C=C1)CN1C2=C(SCC1=O)C=CC(=C2)C(=O)OC methyl 4-((1-methyl-1H-pyrazol-3-yl) methyl)-3-oxo-3,4-dihydro-2H-benzo[b][1,4]thiazine-6-carboxylate